ClC=1C=CC(=C2C=C(NC12)C(=O)N1[C@@H]([C@@H]2[C@H](C1)CCC2)C(=O)N[C@@H](C[C@H]2C(NCC2)=O)C(CO)=O)OC (1S,3aR,6aS)-2-(7-chloro-4-methoxy-1H-indole-2-carbonyl)-N-[(2S)-4-hydroxy-3-oxo-1-[(3S)-2-oxopyrrolidin-3-yl]butan-2-yl]-hexahydro-1H-cyclopenta[c]pyrrole-1-carboxamide